CC(C(=O)OCCC[SiH2]Cl)=C(C)C trimethylacryloxypropyl-chlorosilane